2,3,4,6-Tetra-O-Benzoyl-β-D-Glucopyranosyl Isothiocyanate C1=CC=C(C=C1)C(=O)OC[C@@H]2[C@H]([C@@H]([C@H]([C@@H](O2)N=C=S)OC(=O)C3=CC=CC=C3)OC(=O)C4=CC=CC=C4)OC(=O)C5=CC=CC=C5